1-[N,N-bis(1-octyl)aminomethyl]-5-carboxylbenzotriazole C(CCCCCCC)N(CCCCCCCC)CN1N=NC2=C1C=CC(=C2)C(=O)O